(3R,4S,5R)-3-(3,4-difluoro-2-methoxyphenyl)-4-ethoxy-5-methyl-5-(trifluoromethyl)tetrahydrofuran-2-ol FC=1C(=C(C=CC1F)[C@H]1C(O[C@]([C@H]1OCC)(C(F)(F)F)C)O)OC